BrC1=CN=C2C(=N1)N(C(=N2)C)C2=CC=C(C=C2)N2CCOCC2 4-(4-(6-bromo-2-methyl-1H-imidazo[4,5-b]pyrazin-1-yl)phenyl)morpholine